(1S)-1-(5-bromopyridin-3-yl)ethan-1-amine hydrochloride Cl.BrC=1C=C(C=NC1)[C@H](C)N